3-((7-(5-(difluoromethyl)-1H-pyrazol-4-yl)-4-oxoquinazolin-3(4H)-yl)methyl)-N-(3-(dimethylamino)benzyl)benzamide FC(C1=C(C=NN1)C1=CC=C2C(N(C=NC2=C1)CC=1C=C(C(=O)NCC2=CC(=CC=C2)N(C)C)C=CC1)=O)F